N-Phenylaminomethyltrimethoxysilane C1(=CC=CC=C1)NC[Si](OC)(OC)OC